1-(2-tert-butoxy-2-oxo-ethyl)-1-[2-(dimethylamino)ethyl]piperidin-1-ium-4-carboxylic acid C(C)(C)(C)OC(C[N+]1(CCC(CC1)C(=O)O)CCN(C)C)=O